N-tert-butyl-2-[[2-(4-fluoropyridin-2-yl)-5H,6H,7H-cyclopenta[d]pyrimidin-4-yl](methyl)amino]acetamide C(C)(C)(C)NC(CN(C)C=1C2=C(N=C(N1)C1=NC=CC(=C1)F)CCC2)=O